2-Methyl-5-[3-(2-morpholinoethyl)phenyl]-N-[(1R)-1-(1-naphthyl)ethyl]benzamide CC1=C(C(=O)N[C@H](C)C2=CC=CC3=CC=CC=C23)C=C(C=C1)C1=CC(=CC=C1)CCN1CCOCC1